SCCC(=O)NN 3-mercaptopropanehydrazide